N-{(1S)-1-cyano-2-[(3S)-2-oxopyrrolidin-3-yl]ethyl}-N2-[(2R)-2-(dimethyl-amino)-2-phenylacetyl]-4-methyl-L-leucinamide C(#N)[C@H](C[C@H]1C(NCC1)=O)NC([C@@H](NC([C@@H](C1=CC=CC=C1)N(C)C)=O)CC(C)(C)C)=O